[Na].C1(CC1)N1N=C(C=C1)S(=O)(=O)NC(NC1=C2CCCC2=CC=C1C1=CC(=NC=C1)OC)=O 1-cyclopropyl-N-((5-(2-methoxypyridin-4-yl)-2,3-dihydro-1H-inden-4-yl)carbamoyl)-1H-pyrazole-3-sulfonamide sodium salt